ClC=1C=NC(=NC1)C=1N(C=C(N1)C(F)(F)F)CC1=NC(=CC=C1)OC(F)F 5-chloro-2-[1-[[6-(difluoromethoxy)-2-pyridyl]methyl]-4-(trifluoromethyl)imidazol-2-yl]pyrimidine